C(C1=CC=CC=C1)(C1=CC=CC=C1)(C1=CC=CC=C1)N1CC2=CC=C(C=C2CC1)C=O 2-trityl-1,2,3,4-tetrahydroisoquinoline-6-carbaldehyde